3-amino-3-methyl-2-pentanol NC(C(C)O)(CC)C